8-(2-((Methyl(2-(methylamino)ethyl)-amino)methyl)-5,6-dihydro-4H-pyrrolo-[1,2-b]pyrazol-3-yl)-1-azaspiro[4.5]decan-2-one CN(CCNC)CC=1C(=C2N(N1)CCC2)C2CCC1(CCC(N1)=O)CC2